6-[7-amino-2-(2-cyano-2-methylideneethyl)-1-oxo-2,3-dihydro-1H-isoindol-4-yl]-1-methyl-1H-indazole-4-carboxamide NC=1C=CC(=C2CN(C(C12)=O)CC(=C)C#N)C=1C=C(C=2C=NN(C2C1)C)C(=O)N